(5-((1H-pyrazol-1-yl)methyl)-3,4-dihydro-2H-chromeno[8,7-d]isoxazol-9-yl)-2-methoxybenzenesulfonamide N1(N=CC=C1)CC1=C2CCCOC2=C2C(=NOC2=C1)C=1C(=C(C=CC1)S(=O)(=O)N)OC